FC=1C=CC2=C(C3C(O2)C3C(=O)NCC3=NC(=NO3)C=3C=NC(=CC3)OC)C1 exo-5-fluoro-N-{[3-(6-methoxypyridin-3-yl)-1,2,4-oxadiazol-5-yl]methyl}-1a,6b-dihydro-1H-cyclopropa[b][1]benzofuran-1-carboxamide